1-hexenyldimethylethoxysilane C(=CCCCC)C(C)O[SiH](C)C